3-(9-((4-(aminomethyl)-2,6-dimethylphenyl)carbamoyl)-4,5-dihydrobenzo[b]thieno[2,3-d]oxepin-8-yl)-6-((3-chloro-2-fluorophenyl)carbamoyl)picolinic acid NCC1=CC(=C(C(=C1)C)NC(=O)C1=CC2=C(OCCC3=C2SC=C3)C=C1C=1C(=NC(=CC1)C(NC1=C(C(=CC=C1)Cl)F)=O)C(=O)O)C